N-(5-((2-(2-azabicyclo[2.2.2]octan-2-yl)ethyl)carbamoyl)-2-methylpyridin-3-yl)-2-(4-acetamidopyridin-2-yl)pyrazolo[5,1-b]thiazole-7-carboxamide C12N(CC(CC1)CC2)CCNC(=O)C=2C=C(C(=NC2)C)NC(=O)C=2C=NN1C2SC(=C1)C1=NC=CC(=C1)NC(C)=O